5-bromo-1'-propionyl-2,3-dihydrospiro[indene-1,4'-piperidine] BrC=1C=C2CCC3(CCN(CC3)C(CC)=O)C2=CC1